ClC1=C(C=NC(=C1)C(NC1(CCC1)C#N)=O)COC1=CC=CC(=N1)C1=CC(=C(CC2=NC3=C(N2C[C@H]2OCC2)C=C(C=C3F)C(=O)O)C=C1F)F (S)-2-(4-(6-((4-chloro-6-((1-cyanocyclobutyl)carbamoyl)pyridin-3-yl)methoxy)pyridin-2-yl)-2,5-difluorobenzyl)-4-fluoro-1-(oxetan-2-ylmethyl)-1H-benzo[d]imidazole-6-carboxylic acid